OC1=C(C(/C=C/C2=CC=CC=C2)=O)C=CC(=C1CCC(=C)C)O 2',4'-Dihydroxy-3'-isopentenyl-chalcone